7-((7-chloro-2,6-naphthyridin-1-yl)ethynyl)-1H-pyrido[2,3-b][1,4]oxazin-2(3H)-one ClC1=NC=C2C=CN=C(C2=C1)C#CC1=CC2=C(OCC(N2)=O)N=C1